FC(C=1N(C2=C(N1)C(=CC=1C(C=C(OC12)C=1C=CC(=NC1)C#N)=O)F)C)F 5-(2-(difluoromethyl)-4-fluoro-1-methyl-6-oxo-1,6-dihydrochromeno[7,8-d]imidazol-8-yl)picolinonitrile